CC=1C(=NC(=NC1)C1(CCC(CC1)N)N)C1=CN=C2N1C=C(C=C2)NC=2C=NC=NC2 (5-methyl-4-(6-(pyrimidin-5-ylamino)imidazo[1,2-a]pyridin-3-yl)pyrimidin-2-yl)cyclohexane-1,4-diamine